Ethyl 2-(4-((4-(4-(trifluoromethyl) benzyl)-3-ethylpiperazin-1-yl) methyl) phenoxy)-2-methylpropionate FC(C1=CC=C(CN2C(CN(CC2)CC2=CC=C(OC(C(=O)OCC)(C)C)C=C2)CC)C=C1)(F)F